6-(4-acetylpiperazin-1-yl)-4-[[(1R)-1-[3-(difluoromethyl)-2-fluoro-phenyl]ethyl]amino]-2-methyl-pyrido[4,3-d]pyrimidin-7-one C(C)(=O)N1CCN(CC1)N1C=C2C(N=C(N=C2N[C@H](C)C2=C(C(=CC=C2)C(F)F)F)C)=CC1=O